(6-{5-Azaspiro[2.3]hex-5-yl}-2-chloropyridin-3-yl)methanol methyl-2-(3-formyl-indol-1-yl)propanoate CC(C(=O)OCC=1C(=NC(=CC1)N1CC2(CC2)C1)Cl)(C)N1C=C(C2=CC=CC=C12)C=O